FC1=CC=C(C=C1)CN1NNC(C1)CCC(=O)O 3-{1-[(4-fluorophenyl)methyl]-1,2,3-triazacyclopent-4-yl}propanoic acid